N1=CC=C(C=C1)COC1=CC=C2CCN(CC2=C1)C(=O)OC(C)(C)C tert-butyl 7-(pyridin-4-ylmethoxy)-3,4-dihydroisoquinoline-2(1H)-carboxylate